ethyl 5-(2-amino-5-(((tert-butoxycarbonyl)amino)methyl)phenoxy)pentanoate NC1=C(OCCCCC(=O)OCC)C=C(C=C1)CNC(=O)OC(C)(C)C